COCCO[C@H]1[C@@H](O[C@@H]([C@H]1O)CO)N1C(=O)NC(=O)C=C1 2'-O-(2-methoxyethyl)uridine